C(C)(C)(C)OC(N[C@H](C(C)C)C1=NN(C=C1)C(F)F)=O (R)-(1-(1-(difluoromethyl)-1H-pyrazol-3-yl)-2-methylpropyl)carbamic acid tert-butyl ester